FC1=CC(=C(C=C1C1=CN=NC(=C1)OC)O)C1=NC=C(N=C1)N(C)[C@@H]1[C@@H]([C@]2(CC[C@@](C1)(N2)C)C)F 4-fluoro-2-(5-(((1R,2S,3S,5S)-2-fluoro-1,5-dimethyl-8-azabicyclo[3.2.1]octan-3-yl)(methyl)amino)pyrazin-2-yl)-5-(6-methoxypyridazin-4-yl)phenol